(6-(methyldiphenylsilyl)dibenzo[b,d]furan-4-yl)zinc(II) chloride [Cl-].C[Si](C1=CC=CC=2C3=C(OC21)C(=CC=C3)[Zn+])(C3=CC=CC=C3)C3=CC=CC=C3